ClC=1C=C(C(=NC1)OC)S(=O)(=O)N1CCC2(C[C@H](CO2)N2CC3(COC3)C2)CC1 (R)-8-((5-chloro-2-methoxypyridin-3-yl)sulfonyl)-3-(2-oxa-6-azaspiro[3.3]hept-6-yl)-1-oxa-8-azaspiro[4.5]decane